N-((1R,4R)-4-(((5-fluoro-2-((1-(2-fluoroethyl)-1H-pyrazol-4-yl)amino)pyrimidin-4-yl)oxy)methyl)cyclohexyl)acetamide FC=1C(=NC(=NC1)NC=1C=NN(C1)CCF)OCC1CCC(CC1)NC(C)=O